C(C1=CC=CC=C1)OC=1C=NC=NC1OCC1=CC=CC=C1 5,6-bis(benzyloxy)pyrimidine